C(C)(C)(C)OC(=O)N1CC2(C1)CC(C2)C=2C=C(C=C1C=NC(=NC21)NC2CCN(CC2)S(=O)(=O)C)C(F)F.BrCC(=O)C2=CC(=CC=C2)Br 2-bromo-1-(3-bromophenyl)ethanone tert-butyl-6-(6-(difluoromethyl)-2-((1-(methylsulfonyl)piperidin-4-yl)amino)quinazolin-8-yl)-2-azaspiro[3.3]heptane-2-carboxylate